C(CCC)N(P1C(CCC1C1=CC=CC=C1)C1=CC=CC=C1)P(C=1C=CC=C(C1)C=1C=C(C=CC1)C1=CC=CC=C1)C=1C=CC=C(C1)C=1C=C(C=CC1)C1=CC=CC=C1 (rac)-N-butyl-N-(bis([1,1':3',1''-terphenyl]-5''-yl)phosphanyl)-2,5-diphenylphospholan-1-amine